[C@H]12[C@@H](C[C@H](CC1)C2)NC(CN2C(C(=CC=C2)NC([C@H](CC/C=C/C(=O)OC)NC(=O)C=2OC1=C(C2C)C=CC=C1)=O)=O)=O (S,E)-methyl 7-(1-(2-((1S,2R,4R)-bicyclo[2.2.1]heptan-2-ylamino)-2-oxoethyl)-2-oxo-1,2-dihydropyridin-3-ylamino)-6-(3-methylbenzofuran-2-carboxamido)-7-oxohept-2-enoate